C(C)C(C(=O)NCC=1N=NN(C1)[C@@H](CC(=O)NO)CC1=CC2=CC=CC=C2C=C1)CC (R)-3-{4-[(2-ethyl-butyrylamino)-methyl]-[1,2,3]triazol-1-yl}-N-hydroxy-4-naphthalen-2-yl-butyramide